O[C@H](C\C=C/C\C=C/CCCCCCCCCCCCC(=O)[O-])\C=C\C=C\C#C[C@H](C\C=C/CC)O.[Na+] Natrium (14Z,17Z,20R,21E,23E,27S,29Z)-20,27-dihydroxydotriaconta-14,17,21,23,29-pentaen-25-ynoat